ClC=1C(=NN(C1)C(=O)N1CCC(CC1)(N(CC1=C(C=C(C=C1)C(F)(F)F)N1CCCC1)C)C)C(=O)O 4-chloro-1-(4-methyl-4-(methyl(2-(pyrrolidin-1-yl)-4-(trifluoromethyl)benzyl)amino)piperidine-1-carbonyl)-1H-pyrazole-3-carboxylic acid